6'-chloro-1,1':3',1'':4'',1'''-quaterphenyl ClC1=CC=C(C=C1C1=CC=CC=C1)C1=CC=C(C=C1)C1=CC=CC=C1